9'-(hexyloxy)-3a',4'-dihydro-1'H,3'H-spiro[oxetane-3,2'-pyrido[2,1-f]pyrrolo[2,1-c][1,2,4]triazine]-8',10'-dione C(CCCCC)OC=1C(C=CN2NC3N(C(C21)=O)CC2(C3)COC2)=O